F[C@@H]1CN(CC1)C=1OC2=C(N1)C=CC(=C2)[N+](=O)[O-] (S)-2-(3-fluoropyrrolidin-1-yl)-6-nitrobenzo[d]oxazole